FC(C1=CC=C(C=N1)C1=C(C(=O)OCC)C=C(C=C1C)NC(=O)C1(CC1)C1=C(C=C(C=C1)OC(F)(F)F)F)F Ethyl 2-[6-(difluoromethyl) pyridin-3-yl]-5-[({1-[2-fluoro-4-(trifluoromethoxy) phenyl]cyclopropyl}carbonyl) amino]-3-methylbenzoate